2-amino-6-(1-methyl-1H-pyrazol-4-yl)-4-(6-(6-(pyridin-2-ylmethyl)-3,6-diazabicyclo[3.1.1]heptan-3-yl)pyridin-3-yl)pyrazolo[1,5-a]pyridine-3-carbonitrile NC1=NN2C(C(=CC(=C2)C=2C=NN(C2)C)C=2C=NC(=CC2)N2CC3N(C(C2)C3)CC3=NC=CC=C3)=C1C#N